1-(5-{5-[6-Ethoxy-5-(trifluoromethyl)pyridin-3-yl]-7-[{[1-(methoxymethyl)cyclohexyl]methyl}(methyl)amino]-1H-imidazo[4,5-b]pyridin-2-yl}pyrazin-2-yl)piperidin C(C)OC1=C(C=C(C=N1)C1=CC(=C2C(=N1)N=C(N2)C=2N=CC(=NC2)N2CCCCC2)N(C)CC2(CCCCC2)COC)C(F)(F)F